C1(CCCC1)CCC1=NC(=NO1)C1=CC2=C(NC=N2)C=C1 5-(5-(2-cyclopentylethyl)-1,2,4-oxadiazol-3-yl)-1H-benzo[d]imidazol